tert-butyl N-[4-[4-[4-[(2S)-2-amino-3-[[(1S)-4-(3,5-dimethylphenyl)-1-(phenylcarbamoyl)butyl]amino]-3-oxo-propyl]phenyl]-3-ethyl-phenoxy]butyl]carbamate N[C@@H](CC1=CC=C(C=C1)C1=C(C=C(OCCCCNC(OC(C)(C)C)=O)C=C1)CC)C(=O)N[C@@H](CCCC1=CC(=CC(=C1)C)C)C(NC1=CC=CC=C1)=O